N1(CCCCCC1)C1=NC=C(C=C1C(=O)NC1=CC(=CC=C1)C#N)C(F)(F)F 2-(azepan-1-yl)-N-(3-cyanophenyl)-5-(trifluoromethyl)pyridine-3-carboxamide